(E)-3-(4-isobutyl-2-methylphenyl)-N-(1-phenylethyl)propan-1-imine oxide C(C(C)C)C1=CC(=C(C=C1)CC\C=[N+](/C(C)C1=CC=CC=C1)\[O-])C